1-[2-(4-Chlorophenyl)-1-phenyl-2-propoxyethyl]pyrrolidin-2-one ClC1=CC=C(C=C1)C(C(C1=CC=CC=C1)N1C(CCC1)=O)OCCC